3-((5-(3-(2,2-difluoroethyl)-2-methyl-3H-imidazo[4,5-b]pyridin-5-yl)pyrrolo[2,1-f][1,2,4]triazin-2-yl)amino)-1-methylcyclobutan-1-ol FC(CN1C(=NC=2C1=NC(=CC2)C=2C=CN1N=C(N=CC12)NC1CC(C1)(O)C)C)F